N-(4,4-diethyl-7-(trifluoromethyl)-4H-chromeno[4,3-d]thiazol-2-yl)-4,6-dimethoxy-2-methylpyrimidine-5-carboxamide C(C)C1(OC=2C=C(C=CC2C=2N=C(SC21)NC(=O)C=2C(=NC(=NC2OC)C)OC)C(F)(F)F)CC